1-oxo-2H-isoquinoline-7-carboxylic acid O=C1NC=CC2=CC=C(C=C12)C(=O)O